2-(5-chloro-1H-indol-3-yl)ethylazanium chloride [Cl-].ClC=1C=C2C(=CNC2=CC1)CC[NH3+]